CCCCCCCCC(CCCCCCCCCC)OC(CCN(CCN(CCN1CCN(CC1)CCN(CCC(=O)OC(CCCCCCCC)CCCCCCCCCC)CCC(=O)OC(CCCCCCCC)CCCCCCCCCC)CCC(=O)OC(CCCCCCCC)CCCCCCCCCC)CCC(OC(CCCCCCCC)CCCCCCCCCC)=O)=O di(nonadecan-9-yl) 3,3'-((2-(4-(2-((2-(bis(3-(nonadecan-9-yloxy)-3-oxopropyl)amino)ethyl)(3-(nonadecan-9-yloxy)-3-oxopropyl)amino)ethyl)piperazin-1-yl)ethyl)azanediyl)dipropionate